1-(oxetan-3-yl)ethan-1-amine O1CC(C1)C(C)N